C(C)(C)C1=NN(C(C2=CC=3C=CSC3N12)=O)CC(=O)N[C@H]1CN(CCC1)C(C)C 2-(12-isopropyl-9-oxo-3-thia-1,10,11-triazatricyclo[6.4.0.02,6]dodeca-2(6),4,7,11-tetraen-10-yl)-N-[(3R)-1-isopropyl-3-piperidyl]acetamide